C(C)C1=CN=C2N1C=C(C=N2)C=2C=CN1N=C(N=CC12)NCC(F)(F)F 5-(3-ethylimidazo[1,2-a]pyrimidin-6-yl)-N-(2,2,2-trifluoroethyl)pyrrolo[2,1-f][1,2,4]triazin-2-amine